(S)-(4-(5-fluorobenzo[d]thiazol-2-yl)-6,7-dihydro-1H-imidazo[4,5-c]pyridin-5(4H)-yl)(isoxazol-5-yl)methanone FC=1C=CC2=C(N=C(S2)[C@H]2N(CCC3=C2N=CN3)C(=O)C3=CC=NO3)C1